dimethylmethane CCC